(3-(benzyloxy)phenyl)(cyclopropyl)methanone C(C1=CC=CC=C1)OC=1C=C(C=CC1)C(=O)C1CC1